2-methylene-3-(2-oxa-6-azaspiro[3.3]heptan-6-yl)butanoic acid C=C(C(=O)O)C(C)N1CC2(COC2)C1